N1N=CC(=C1)C1=CC(=C2C=CC3=C(C=C(C4=CC=C1C2=C34)C=3C=NNC3)C=3C=NNC3)C=3C=NNC3 1,3,6,8-tetra(1H-pyrazol-4-yl)pyrene